1-ethyl-5-[2-fluoro-4-(propan-2-ylamino)phenyl]pyrazole-4-carboxylic acid ethyl ester C(C)OC(=O)C=1C=NN(C1C1=C(C=C(C=C1)NC(C)C)F)CC